CN(C)CCC(C=1SC=CC1)O N,N-dimethyl-3-hydroxy-3-(2-thienyl)propylamine